7-((4-(2,6-Dimethylmorpholino)-2-fluorophenyl)amino)-4-methyl-2H-benzo[b][1,4]oxazin-3(4H)-one CC1OC(CN(C1)C1=CC(=C(C=C1)NC=1C=CC2=C(OCC(N2C)=O)C1)F)C